C1(CC1)C1=C(C(=NO1)C1=C(C=CC=C1Cl)Cl)CO[C@H]1[C@@H]2CN([C@H](C1)C2)C=2SC1=C(N2)C=CC(=C1)C(=O)O 2-((1S,4S,5R)-5-((5-cyclopropyl-3-(2,6-dichlorophenyl)isoxazol-4-yl)methoxy)-2-azabicyclo[2.2.1]heptane-2-yl)benzo[d]thiazole-6-carboxylic acid